(1,2-diaza-propane-1-yl)benzene N(NC)C1=CC=CC=C1